tert-butyl (S)-(7-((2-hydroxy-2-methylpropoxy)carbamoyl)-5-methyl-4-oxo-2,3,4,5-tetrahydrobenzo[b][1,4]oxazepin-3-yl)carbamate OC(CONC(=O)C1=CC2=C(OC[C@@H](C(N2C)=O)NC(OC(C)(C)C)=O)C=C1)(C)C